1,3,5-tris(1H-imidazol-1-yl)benzene N1(C=NC=C1)C1=CC(=CC(=C1)N1C=NC=C1)N1C=NC=C1